C1(CCCC1)N1N=C(C2=NC=C(C=C21)COC2=CC=C(C=C2)C(CC(=O)O)C)C2=CC(=C(C(=C2)F)O)F 3-(4-((1-cyclopentyl-3-(3,5-difluoro-4-hydroxyphenyl)-1H-pyrazolo[4,3-b]pyridin-6-yl)methoxy)phenyl)butanoic acid